C1(CC1)N1C=C2C(=NN(C(C2=CC1=O)=O)C)N[C@@H](C)C1=CC(=C2C(=NN(C2=C1)C)C#N)C (S)-6-(1-((6-cyclopropyl-2-methyl-1,7-dioxo-1,2,6,7-tetrahydropyrido[3,4-d]pyridazin-4-yl)amino)ethyl)-1,4-dimethyl-1H-indazole-3-carbonitrile